N-{[5-chloro-6-(5-methoxy-2-pyrazinyl)-2-indolyl]methyl}-2-pyrazinecarboxamide ClC=1C=C2C=C(NC2=CC1C1=NC=C(N=C1)OC)CNC(=O)C1=NC=CN=C1